FC(C1=NC=CC=C1SC=1N=C2C(=NC1)NC(=N2)N2CCC(CC2)NS(=O)(=O)C)(F)F N-(1-(5-((2-(trifluoromethyl)pyridin-3-yl)thio)-1H-imidazo[4,5-b]pyrazin-2-yl)piperidin-4-yl)methanesulfonamide